N-(6-chlorobenzo[d]thiazol-2-yl)-2-chloroacetamide ClC1=CC2=C(N=C(S2)NC(CCl)=O)C=C1